N-(2-((1r,4S)-4-(hydroxymethyl)cyclohexyl)-6-(((S)-5-oxo-1-((2-(trimethylsilyl)ethoxy)methyl)pyrrolidin-2-yl)methoxy)-2H-indazol-5-yl)-6-(trifluoromethyl)picolinamide OCC1CCC(CC1)N1N=C2C=C(C(=CC2=C1)NC(C1=NC(=CC=C1)C(F)(F)F)=O)OC[C@H]1N(C(CC1)=O)COCC[Si](C)(C)C